ClC=1C=CC(=C(C(=O)N[C@H](C(=O)NCC2=CC(=CC=C2)Cl)CCCNC(CF)=N)C1)OC (S)-5-Chloro-N-(1-((3-chlorobenzyl)amino)-5-(2-fluoroacetimidamido)-1-oxopentan-2-yl)-2-methoxybenzamide